C(C#C)OCOCC#C 3-(prop-2-ynoxymethoxy)prop-1-yne